3-(1-acetylpiperidin-4-yl)-9-(1-((6-chloro-2-(2-(methyl-d3)-2H-tetrazol-5-yl)pyridin-3-yl)amino)ethyl-1-d)-7-methyl-4-(methyl-d3)imidazo[1,5-a]quinazolin-5(4H)-one C(C)(=O)N1CCC(CC1)C=1N=CN2C1N(C(C1=CC(=CC(=C21)C(C)([2H])NC=2C(=NC(=CC2)Cl)C=2N=NN(N2)C([2H])([2H])[2H])C)=O)C([2H])([2H])[2H]